FC=1C=2N(C=C(C1)C=1C(=CN3N=C(N=C(C31)OC)N[C@@H]3[C@H](CN(CC3)C3COC3)F)F)C(=CN2)C(=O)NC 8-fluoro-6-(6-fluoro-2-(((3S,4S)-3-fluoro-1-(oxetan-3-yl)piperidin-4-yl)amino)-4-methoxypyrrolo[2,1-f][1,2,4]triazin-5-yl)-N-methylimidazo[1,2-a]pyridine-3-carboxamide